(2S,4S)-2-tert-butoxycarbonylamino-4-methyl-glutaric acid dimethyl ester COC([C@H](C[C@@H](C(=O)OC)C)NC(=O)OC(C)(C)C)=O